amino (phenyl)-acetate C1(=CC=CC=C1)CC(=O)ON